(2s,5s)-5-hydroxypiperidine-2-carboxylic acid O[C@H]1CC[C@H](NC1)C(=O)O